COC1=NC(=CC=C1NC1=CC=NC2=CC(=CC=C12)C)C=1C=NNC1 N-(2-methoxy-6-(1H-pyrazol-4-yl)pyridin-3-yl)-7-methylquinolin-4-amine